4,4'-dihydroxy-[1,1'-biphenyl]-3,3'-disulfonic acid potassium [K].OC1=C(C=C(C=C1)C1=CC(=C(C=C1)O)S(=O)(=O)O)S(=O)(=O)O